[Na+].[Na+].[Na+].[Na+].P(=O)(O)(O)C(CC(=O)[O-])(CCC(=O)[O-])C(=O)[O-] 2-Phosphonobutane-1,2,4-tricarboxylic acid tetrasodium salt